N[C@]1(CN(CC1)C1=C(C(=C(C=C1)F)COC)CN1C2=NC=NC(=C2N=C1)N)C(=O)NC1CC1 (R)-3-amino-1-(2-((6-amino-9H-purin-9-yl)methyl)-4-fluoro-3-(methoxymethyl)phenyl)-N-cyclopropylpyrrolidine-3-carboxamide